ClC=1C=C(C=CC1)N1CC(CC1)C=1C(=C(C(=O)O)C=CC1)F 3-(1-(3-chlorophenyl)pyrrolidin-3-yl)-2-fluorobenzoic acid